N,N-dimethyl-(methyl)4-iodoaniline CN(C1=C(C=C(C=C1)I)C)C